(S)-1-(5-((octahydro-2H-pyrido[1,2-a]pyrazin-2-yl)methyl)pyrazolo[1,5-a]pyridin-3-yl)dihydropyrimidine-2,4(1H,3H)-dione C1[C@H]2N(CCN1CC1=CC=3N(C=C1)N=CC3N3C(NC(CC3)=O)=O)CCCC2